COCOC1=C(C=CC(=C1)OCOC)C(C(F)(F)F)N(S(=O)C(C)(C)C)CC1=C(C(=CC=C1)[N+](=O)[O-])F N-(1-(2,4-bis(methoxymethoxy)phenyl)-2,2,2-trifluoroethyl)-N-(2-fluoro-3-nitrobenzyl)-2-methylpropane-2-sulfinamide